ClC1=C(C(=CC=C1Cl)O)C(C1=CC=NC=C1)C1N(CC1C(=O)N)C [(2,3-dichloro-6-hydroxyphenyl)(pyridin-4-yl)methyl]-1-methylazetidine-3-carboxamide